C12C(CC(C=C1)C2)CC[Si](O[SiH](C)C)(C)C 1-(5-norbornen-2-yl-ethyl)-1,1,3,3-tetramethyldisiloxane